C(\C=C\C(CCCCC)O)O trans-non-2-ene-1,4-diol